tert-butyl 8-(2-[3-[2-(oxan-2-yloxy)ethoxy]propyl]pyridin-4-yl)-3,8-diazabicyclo[3.2.1]octane-3-carboxylate O1C(CCCC1)OCCOCCCC1=NC=CC(=C1)N1C2CN(CC1CC2)C(=O)OC(C)(C)C